N(N=C1SC2=C(N1CC)C=CC(=C2)S(=O)(=O)[O-])=C2SC1=C(N2CC)C=CC(=C1)S(=O)(=O)[O-] 2,2'-azino-bis[3-ethylbenzothiazoline-6-sulphonate]